C(#N)C(C(=O)NC([O-])=O)=NNC1=CC(=C(C(=C1)Cl)OC1=CN(C(C=C1)=O)CC1=CC=C(C=C1)F)Cl (2-cyano-2-(2-(3,5-dichloro-4-((1-(4-fluorobenzyl)-6-oxo-1,6-dihydropyridin-3-yl)oxy)phenyl)hydrazono)acetyl)carbamate